ClC1=CC=CC2=C1C(=NCCN2)C2=C(C=CC=C2F)F 6-chloro-5-(2,6-difluorophenyl)-1,3-dihydro-1,4-benzodiazepine